COC1=CC=C(C2=C1NC(=N2)NC(=O)C2=CC=C(C=C2)C(=O)N(C)C)C=2C=NN(C2)C N4-[7-methoxy-4-(1-methyl-1H-pyrazol-4-yl)-1H-1,3-benzodiazol-2-yl]-N1,N1-dimethylbenzene-1,4-dicarboxamide